C12N(CC(NC1)C2)C=2C=C1C(N(C(C1=CC2F)=O)C2C(NC(CC2)=O)=O)=O 5-(2,5-diazabicyclo[2.2.1]heptan-2-yl)-2-(2,6-dioxopiperidin-3-yl)-6-fluoroisoindoline-1,3-dione